4-[7-Methoxy-3-methyl-8-(1-methyl-1H-pyrazol-4-yl)-2-oxo-2,3-dihydroimidazo[4,5-c]quinolin-1-yl]nicotinonitrile COC=1C(=CC=2C3=C(C=NC2C1)N(C(N3C3=CC=NC=C3C#N)=O)C)C=3C=NN(C3)C